tert-butyl (5-chloro-3-cyclopropylpyrazolo[1,5-a]pyrimidin-7-yl)((3-fluoro-[1,1'-biphenyl]-4-yl)methyl)carbamate ClC1=NC=2N(C(=C1)N(C(OC(C)(C)C)=O)CC1=C(C=C(C=C1)C1=CC=CC=C1)F)N=CC2C2CC2